N-dodecanoyl-N-methyl-β-alanine triethanolamine salt N(CCO)(CCO)CCO.C(CCCCCCCCCCC)(=O)N(CCC(=O)O)C